O[C@H]1CN(CC1)C(=O)OC(C)(C)C tert-butyl 3-(R)-hydroxypyrrolidine-1-carboxylate